cyclopropylmethyl 1'-[4-(dimethylsulfamoyl)benzenesulfonyl]-1',2'-dihydrospiro[piperidine-4,3'-pyrazolo[1,5-a]imidazole]-1-carboxylate CN(S(=O)(=O)C1=CC=C(C=C1)S(=O)(=O)N1C=2N(C3(C1)CCN(CC3)C(=O)OCC3CC3)N=CC2)C